8-ethyl-8-azabicyclo[3.2.1]octan-3-ol C(C)N1C2CC(CC1CC2)O